4-[7-(methoxymethyl)-[1,2,4]triazolo[1,5-a]pyridin-5-yl]benzonitrile COCC1=CC=2N(C(=C1)C1=CC=C(C#N)C=C1)N=CN2